C(C)OCCOC1=CC=C(C=N1)C=1N=C(NC(C1)=O)C=1C(=C(CC(C(=O)N)(C)C)C=CC1C(F)(F)F)F (3-{4-[6-(2-ethoxyethoxy)pyridin-3-yl]-6-oxo-1,6-dihydropyrimidin-2-yl}-2-fluoro-4-(trifluoromethyl)benzyl)isobutyramide